CC1(CCCC1)C(=O)NCC1=CN=C(N=N1)SC 1-methyl-N-{[3-(methylsulfanyl)-1,2,4-triazin-6-yl]methyl}cyclopentane-1-carboxamide